(R)-4-(3-(2-chloro-5-(trifluoromethyl)phenethyl)-3-(dimethylamino)piperidin-1-yl)-N-(2,4-dimethoxybenzyl)-2,6-difluoro-N-(pyrimidin-4-yl)benzenesulfonamide ClC1=C(CC[C@@]2(CN(CCC2)C2=CC(=C(C(=C2)F)S(=O)(=O)N(C2=NC=NC=C2)CC2=C(C=C(C=C2)OC)OC)F)N(C)C)C=C(C=C1)C(F)(F)F